C(C)(C)(C)OC(=O)C1=C(C=C(C=C1)C1=CC(=C(C=C1)F)F)N1C(C2=CC(=CC=C2C1)C=1N=NNC1)=O 3',4'-Difluoro-3-[1-oxo-6-(1H-[1,2,3]triazol-4-yl)-1,3-dihydro-isoindol-2-yl]biphenyl-4-carboxylic acid tert-butyl ester